CC=1C(=NC=C(C1)C(F)(F)F)C1CCC(CC1)=O 4-[3-methyl-5-(trifluoromethyl)-2-pyridinyl]cyclohexanone